C(CCCCCCCC)OCC=1OC(=CC(C1)=O)COCCCCCCCCC 2,6-dinonyloxymethyl-4-pyrone